C(C)(C)(C)OC(=O)N1N=C(C=2C1=CN=C(C2)C2=C(C=C(C=C2OC)N)F)C=2C=NN(C2)C 5-(4-amino-2-fluoro-6-methoxyphenyl)-3-(1-methyl-1H-pyrazol-4-yl)-1H-pyrazolo[3,4-c]Pyridine-1-carboxylic acid tert-butyl ester